(R)-tert-butyl 3,3-diallyl-5-(2-((tert-butyldimethylsilyl) oxy) ethyl)-2-oxopyrrolidine-1-carboxylate C(C=C)C1(C(N([C@H](C1)CCO[Si](C)(C)C(C)(C)C)C(=O)OC(C)(C)C)=O)CC=C